NC=1N=NC(=CC1C=1C=NN(C1)C1CCN(CC1)C1CCC(CC1)CNC(OC(C)(C)C)=O)C1=C(C=CC=C1)O tert-butyl ((4-(4-(4-(3-amino-6-(2-hydroxyphenyl)pyridazin-4-yl)-1H-pyrazol-1-yl)piperidin-1-yl)cyclohexyl)methyl)carbamate